ethyl 5-amino-6-chloropyrazine-2-carboxylate NC=1N=CC(=NC1Cl)C(=O)OCC